CC1C(=O)OC1 methyl-β-propiolactone